(2-(4-methylpiperazin-1-yl)ethyl)-5-phenyl-2-(2-(trifluoromethyl)phenyl)Azole-4-carboxamide Methyl-5-hydroxy-2-oxo-2,3-dihydro-1H-benzo[b]azepine-4-carboxylate COC(=O)C1=C(C2=C(NC(C1)=O)C=CC=C2)O.CN2CCN(CC2)CCC2=C(NC(=C2C(=O)N)C2=CC=CC=C2)C2=C(C=CC=C2)C(F)(F)F